C(C)(C)OC1=NC=C(C(=O)NC=2C=CC=C3C(=CC=NC23)C2=NN(C=C2)C)C=C1 6-isopropoxy-N-(4-(1-methyl-1H-pyrazol-3-yl)quinolin-8-yl)nicotinamide